palladium tetrakis(tris(p-trifluoromethylphenyl)phosphine) FC(C1=CC=C(C=C1)P(C1=CC=C(C=C1)C(F)(F)F)C1=CC=C(C=C1)C(F)(F)F)(F)F.FC(C1=CC=C(C=C1)P(C1=CC=C(C=C1)C(F)(F)F)C1=CC=C(C=C1)C(F)(F)F)(F)F.FC(C1=CC=C(C=C1)P(C1=CC=C(C=C1)C(F)(F)F)C1=CC=C(C=C1)C(F)(F)F)(F)F.FC(C1=CC=C(C=C1)P(C1=CC=C(C=C1)C(F)(F)F)C1=CC=C(C=C1)C(F)(F)F)(F)F.[Pd]